Cl.FC=1C=C(C=CC1C1CCNCC1)N[C@H]1C(NC(CC1)=O)=O |r| (±)-3-((3-fluoro-4-(piperidin-4-yl)phenyl)amino)piperidine-2,6-dione hydrochloride